COC=1C=C(C=C(C1)[C@@H](CN[C@@H]([C@H]1CNC2=C(N1)N=CC=C2)C2=CC=CC=C2)C)CC(=O)O |o1:8| 2-(3-methoxy-5-((S or R)-1-(((R)-phenyl((R)-1,2,3,4-tetrahydropyrido[2,3-b]pyrazin-3-yl)methyl)amino)propan-2-yl)phenyl)acetic acid